N1C=NC2=C1C=C(C=C2)C2=NN=C(SC2)NCC2=CC=C(C=C2)F 5-(1H-benzo[d]imidazol-6-yl)-N-(4-fluorobenzyl)-6H-1,3,4-thiadiazin-2-amine